1-tert-butyl-2-methyl-(S)-4-(3-(cyclopropylmethoxy)-4-(difluoromethoxy)phenyl)piperazine C(C)(C)(C)N1[C@H](CN(CC1)C1=CC(=C(C=C1)OC(F)F)OCC1CC1)C